NCC(=O)[O-].C[NH2+]C dimethyl-ammonium glycinat